FC1=C(CNCC=2N=NC(=CC2)C(F)(F)F)C(=CC=C1)F N-(2,6-difluorobenzyl)-1-(6-(trifluoromethyl)pyridazin-3-yl)methanamine